C(#N)C(C(=O)[O-])=CC=CC1=CC=CC=C1 α-cyanocinnamylideneacetate